ClC=1C(=C2C=NNC2=CC1C)C=1C(=NN(C1C)C1CC2(CN(C2)C(C=C)=O)C1)N1C2(CCC2)CN(CC1)C(CO)(C)C 1-(6-(4-(5-chloro-6-methyl-1H-indazol-4-yl)-3-(8-(1-hydroxy-2-methylpropan-2-yl)-5,8-diazaspiro[3.5]non-5-yl)-5-methyl-1H-pyrazol-1-yl)-2-azaspiro[3.3]hept-2-yl)prop-2-en-1-one